3-(2H-tetrazol-5-yl)-1,2,4-oxadiazole N=1NN=NC1C1=NOC=N1